CN(CCOC=1C=CC(=C(C(=O)N[C@H](C)C2=CC(=CC(=C2)C2=NN(C=C2)COC)C2=NN(C=C2)CC)C1)C)C (R)-5-(2-(dimethylamino)ethoxy)-N-(1-(3-(1-ethyl-1H-pyrazol-3-yl)-5-(1-(methoxymethyl)-1H-pyrazol-3-yl)phenyl)ethyl)-2-methylbenzamide